2,10-dimethyl-4,8-di-t-butyl-6-[3-(3,5-di-t-butyl-4-hydroxyphenyl)propoxy]-12H-dibenzo[d,g][1,3,2]dioxaphosphocin CC1=CC2=C(OP(OC3=C(C2)C=C(C=C3C(C)(C)C)C)OCCCC3=CC(=C(C(=C3)C(C)(C)C)O)C(C)(C)C)C(=C1)C(C)(C)C